N[C@H](CC(=O)N)C1=CC(=CC=C1)Cl (3R)-3-amino-3-(3-chlorophenyl)propanamide